O=C1NC(CCC1N1C(C2=CC=C(C=C2C1=O)N1C[C@H](CCC1)CO)=O)=O 2-(2,6-dioxopiperidin-3-yl)-5-((S)-3-(hydroxymethyl)piperidin-1-yl)isoindoline-1,3-dione